8-Benzyl-12-ethyl-4-oxa-8,12-diazadispiro[2.1.5.3]tridecan-13-on C(C1=CC=CC=C1)N1CCC2(OC3(CC3)C(N(C2)CC)=O)CC1